(2-(dimethylamino)ethyl)-3-methylimidazoline-2,4-dione CN(CCN1C(N(C(C1)=O)C)=O)C